(3R)-2'-{6-amino-5-[1-(1-methyl-1H-pyrazol-5-yl)ethoxy]pyridin-3-yl}-N-isopropyl-5',6'-dihydro-1H-spiro[pyrrolidine-3,4'-pyrrolo[1,2-b]pyrazole]-1-carboxamide NC1=C(C=C(C=N1)C=1C=C2N(N1)CC[C@]21CN(CC1)C(=O)NC(C)C)OC(C)C1=CC=NN1C